methyl-2-amino-4-bromo-3-methylbenzoic acid CC=1C(=C(C(=C(C(=O)O)C1)N)C)Br